N-{[3-(4-{[(3S,4R)-3-fluoro-1-methylpiperidin-4-yl]amino}-1-(2,2,2-trifluoroethyl)-1H-indol-2-yl)-1,2,4-oxadiazol-5-yl]methyl}-1-methyl-1H-indazol-4-amine F[C@H]1CN(CC[C@H]1NC1=C2C=C(N(C2=CC=C1)CC(F)(F)F)C1=NOC(=N1)CNC=1C=2C=NN(C2C=CC1)C)C